4-ethyl-2-methylthiazole-5-carbonylisothiocyanate C(C)C=1N=C(SC1C(=O)N=C=S)C